Endo-9-methyl-9-azabicyclo[3.3.1]nonane CN1C2CCCC1CCC2